ClCC(CCC1CCN(CC1)C(=O)OC(C)(C)C)O tert-butyl 4-(4-chloro-3-hydroxybutyl)piperidine-1-carboxylate